CC1=CC=C(C=C1)S(=O)(=O)OCCCN1CCN(CC1)C(C1=CC(=C(C=C1)NC1=NC=C(C(=N1)NC)Cl)OC)=O 3-(4-(4-((5-chloro-4-(methylamino)pyrimidin-2-yl)amino)-3-methoxybenzoyl)piperazin-1-yl)propyl 4-methylbenzenesulfonate